OC(C)(C)C1CCC(CC1)NC(=O)C=1C2=C(N=C(N1)N1C=NC=C1)C=NN2 N-((1r,4r)-4-(2-hydroxypropan-2-yl)cyclohexyl)-5-(1H-imidazol-1-yl)-1H-pyrazolo[4,3-d]pyrimidine-7-carboxamide